benzo(a)pyrene-d12 C1(=C(C(=C2C(=C(C3=C(C4=C(C5=C(C(=C1C2=C53)[2H])[2H])C(=C(C(=C4[2H])[2H])[2H])[2H])[2H])[2H])[2H])[2H])[2H])[2H]